BrC=1C=C(C=CC1)[C@@](CC1=NN=CN1C)(C)F (S)-3-(2-(3-bromophenyl)-2-fluoropropyl)-4-methyl-4H-1,2,4-triazole